[Na].C(=O)C1C(=O)OC(C1)C alpha-Formyl-gamma-valerolactone sodium salt